3-chloro-2,4,7-trimethyl-6,7-dihydro-5H-pyrrolo[4,3-b]pyridine TFA salt OC(=O)C(F)(F)F.ClC=1C(=C2C(=NC1C)C(NC2)C)C